5-((3-(difluoromethyl)pyrazin-2-yl)methyl)-7-(1-(2-fluoro-6-methylphenyl)piperidin-4-yl)-3-methylpyrido[2,3-b]pyrazin-6(5H)-one FC(C=1C(=NC=CN1)CN1C(C(=CC=2C1=NC(=CN2)C)C2CCN(CC2)C2=C(C=CC=C2C)F)=O)F